2-[2-(2,5-dihydroxy-phenyl)-2-phenyl-ethyl]-N-methylpiperidine OC1=C(C=C(C=C1)O)C(CC1N(CCCC1)C)C1=CC=CC=C1